COC[C@@H](CO[C@H]1C(N(CC1)C1CCN(CC1)C=1SC(=CN1)C#N)=O)NC=1C=NNC(C1C(F)(F)F)=O 2-(4-((R)-3-((S)-3-methoxy-2-((6-oxo-5-(trifluoromethyl)-1,6-dihydropyridazin-4-yl)amino)propoxy)-2-oxopyrrolidin-1-yl)piperidin-1-yl)thiazole-5-carbonitrile